N-[8-[3-(4-fluorophenyl)-1-methylpyrazol-4-yl]imidazo[1,2-b]pyridazin-3-yl]cyclopropanecarboxamide FC1=CC=C(C=C1)C1=NN(C=C1C=1C=2N(N=CC1)C(=CN2)NC(=O)C2CC2)C